1-ethyl-(3,3'-dimethylaminopropyl)carbodiimide C(C)N=C=NCCC(NC)NC